C1(CCCCC1)OC(C(CCCCBr)(C)C)=O 6-bromo-2,2-dimethylhexanoic acid cyclohexyl ester